3-Methyl-7,7a,8,9,10,11-hexahydro-6H-dipyrido[2,1-d:2',3'-f][1,2,5]thiadiazepine 5,5-dioxide CC1=CC2=C(N3C(CNS2(=O)=O)CCCC3)N=C1